(+-)-4-(3-(2-chloro-5-(methylsulfonyl)phenyl)-1,4-oxazepan-4-yl)-6-methylpyrimidin-2-amine ClC1=C(C=C(C=C1)S(=O)(=O)C)[C@@H]1COCCCN1C1=NC(=NC(=C1)C)N |r|